C(C)(C)(C)OC(=O)N[C@@H](C(=O)OC)CI methyl (2S)-2-[(tert-butoxycarbonyl) amino]-3-iodopropionate